CCN1CCNCC1 Ethylpiperazine